9,10-bis(2-hydroxyethoxy)-1,2,3,4-tetrahydroanthracene OCCOC=1C2=CC=CC=C2C(=C2CCCCC12)OCCO